N-(ethylphenyl)urea C(C)C1=C(C=CC=C1)NC(=O)N